6-(6-((tert-butyldimethylsilyl)ethynyl)-2,4-dimethylpyridin-3-yl)-4-chloro-7-methyl-7H-pyrrolo[2,3-d]pyrimidine [Si](C)(C)(C(C)(C)C)C#CC1=CC(=C(C(=N1)C)C1=CC2=C(N=CN=C2Cl)N1C)C